ClC1=C(C=C(COC2=NC=C(C(=C2)O)C=2NC=C(C2)C(F)(F)F)C=C1F)F 2-((4-chloro-3,5-difluorobenzyl)oxy)-5-(4-(trifluoromethyl)-1H-pyrrol-2-yl)pyridin-4-ol